ClC=1C=C(C=2CCC(C2C1)O)S(=O)(=O)NC1=C(C(=C(C=C1)F)C=1C=C2C=NC(=NC2=CC1)NC1=CC=NC=C1)F 6-chloro-N-(2,4-difluoro-3-(2-(pyridin-4-ylamino)quinazolin-6-yl)phenyl)-1-hydroxy-2,3-dihydro-1H-indene-4-sulfonamide